cobalt-manganese-copper-zinc-iron [Fe].[Zn].[Cu].[Mn].[Co]